COP(O)(=O)CNC(=N)NC methoxy(1-methylcarbamimidamidomethyl)phosphinic acid